5-(2-isopropyl-4,5-dimethoxybenzyl)pyrimidine-2,4-diamine C(C)(C)C1=C(CC=2C(=NC(=NC2)N)N)C=C(C(=C1)OC)OC